tert-butyl-2-hydroxypropionyl-glycine C(C)(C)(C)N(CC(=O)O)C(C(C)O)=O